1-((1-((1r,4r)-4-(cyanomethyl)cyclohexyl)-1,6-dihydroimidazo[4,5-d]Pyrrolo[2,3-b]Pyridin-2-yl)methyl)-3-isopropylurea C(#N)CC1CCC(CC1)N1C(=NC=2C1=C1C(=NC2)NC=C1)CNC(=O)NC(C)C